C1(=CC=CC=C1)CCCC1CC(C1)N 3-(3-phenylpropyl)cyclobutan-1-amine